2-[7-(3-methoxy-4-phenoxyphenyl)-2,4-dioxo-2H-pyrido[2,3-e][1,3]oxazin-3(4H)-yl]acetic acid COC=1C=C(C=CC1OC1=CC=CC=C1)C1=CC2=C(C(N(C(O2)=O)CC(=O)O)=O)N=C1